4-methylhexahydrophthalate CC1CC(C(C(=O)[O-])CC1)C(=O)[O-]